[1,6]naphthyridin-3-one N=1CC(C=C2C=NC=CC12)=O